C(CCC)N(C1=NC=C(C=N1)B1OC(C(O1)(C)C)(C)C)C N-butyl-N-methyl-5-(4,4,5,5-tetramethyl-1,3,2-dioxaborolan-2-yl)pyrimidin-2-amine